[Mg].[Ni] nickel-magnesium salt